C(C)NC1=CC(=CC=C1)B1OC(C(O1)(C)C)(C)C ethyl-3-(4,4,5,5-tetramethyl-1,3,2-dioxaborolan-2-yl)aniline